ClC1=C2C=C(NC2=C(C=C1)Cl)C(=O)N[C@H](C(=O)N[C@H](C(=O)OC)C[C@H]1C(NCCC1)=O)CC(C)(C)C methyl (2S)-2-[[(2S)-2-[(4,7-dichloro-1H-indole-2-carbonyl)amino]-4,4-dimethyl-pentanoyl] amino]-3-[(3S)-2-oxo-3-piperidyl]propanoate